FC(C=1C(=C(C=CC1)[C@@H](C)NC1=NN=C(C=2C1=CN(C(C2)=O)C(C(=O)N(C)C)C)C)F)F (4-(((R)-1-(3-(difluoromethyl)-2-fluorophenyl)ethyl)amino)-1-methyl-7-oxopyrido[3,4-d]Pyridazine-6(7H)-yl)-N,N-dimethylpropionamide